3-(2-chlorophenyl)-5-(1-isopropyl-1H-indol-5-yl)-1,2,4-oxadiazole ClC1=C(C=CC=C1)C1=NOC(=N1)C=1C=C2C=CN(C2=CC1)C(C)C